C(C)S(=O)(=O)C1=CC(=C(C=C1)C1=NN2C(OCC(C2)(C)C)=C1C(=O)N[C@@H]1N=C(C2=C(NC1=O)C(=CC=C2)F)C2=CC=CC=C2)F (R)-2-(4-(ethylsulfonyl)-2-fluorophenyl)-N-(9-fluoro-2-oxo-5-phenyl-2,3-dihydro-1H-benzo[e][1,4]diazepin-3-yl)-6,6-dimethyl-6,7-dihydro-5H-pyrazolo[5,1-b][1,3]oxazine-3-carboxamide